C1(CC1)C1=NC=NC(=C1C1=NC=C(C(=N1)NC(C#N)C1=CC=C(C=C1)C=1N(C=C(N1)C(F)(F)F)C)OC)OC 2-((4'-cyclopropyl-5,6'-dimethoxy-[2,5'-bipyrimidin]-4-yl)amino)-2-(4-(1-methyl-4-(trifluoromethyl)-1H-imidazol-2-yl)phenyl)acetonitrile